3-amino-N-(2-{3-amino-4-[1-(methoxymethyl)cyclopropoxy]pyrrolidin-1-yl}-5,6,7,8-tetrahydroquinolin-6-yl)-4,6-dimethylthieno[2,3-b]pyridine-2-carboxamide NC1=C(SC2=NC(=CC(=C21)C)C)C(=O)NC2CC=1C=CC(=NC1CC2)N2CC(C(C2)OC2(CC2)COC)N